oxo-2-(1H-pyrazol-4-yl)-5,6-dihydro[1,2,4]triazolo[1,5-c]quinazoline-7-carbonitrile O=C1NC2=C(C=CC=C2C=2N1N=C(N2)C=2C=NNC2)C#N